C(C1=CC=CC=C1)OCC1CC(C1)[B-](F)(F)F.[K+] potassium (3-((benzyloxy)methyl)cyclobutyl)trifluoroborate